CN1N=CC(=C1C=1C=NC=2CCN(CC2C1)C=1C(=CC=2N(N1)C=NN2)C)C 3-(2,4-dimethylpyrazol-3-yl)-6-(7-methyl-[1,2,4]triazolo[4,3-b]pyridazin-6-yl)-7,8-dihydro-5H-1,6-naphthyridine